1-(trans-3-(2H-tetrazol-5-yl)-4-(4-(trifluoromethyl)benzyloxy)pyrrolidin-1-yl)prop-2-en-1-one N=1NN=NC1[C@@H]1CN(C[C@H]1OCC1=CC=C(C=C1)C(F)(F)F)C(C=C)=O